C(#N)C1=C(C=C(C=C1OCC)[C@H]([C@H](CC=1SC=2C(N1)=C(C=CC2)C(=O)O)OC2CCCC2)O)OCC 2-((2S,3R)-3-(4-cyano-3,5-diethoxyphenyl)-2-(cyclopentyloxy)-3-hydroxypropyl)benzo[d]thiazole-4-carboxylic acid